FC1=C(C(=CC=C1)C)NC1=NC=C(C(=N1)NN1C(OC2=C1C=CC=C2)=O)C (2-(2-fluoro-6-methylphenylamino)-5-methylpyrimidin-4-ylamino)benzo[d]oxazol-2(3H)-one